BrC=1C=C2C(=NC=NC2=CC1OC)NC1=C(C=C(C=C1)OC1=NN(C=C1)C=1C=NC(=NC1)OC)F 6-bromo-N-(2-fluoro-4-((1-(2-methoxypyrimidin-5-yl)-1H-pyrazol-3-yl)oxy)phenyl)-7-methoxyquinazolin-4-amine